ClC1=NC(=CC(=C1)SCC1=CC=C(C=C1)OC)Cl 2,6-dichloro-4-[(4-methoxyphenyl)methylsulfanyl]pyridine